NCC(=O)N(CCC1=C(C=CC(=C1)OC)OC)CC1=CC(=CC(=C1)C)Cl 2-amino-N-(3-chloro-5-methylbenzyl)-N-(2,5-dimethoxyphenethyl)acetamide